ClC1=NC=C(C(=N1)OCC1=CC=C(C=C1)N1N=C(C=C1OCC)C(F)(F)F)C 2-chloro-4-[[4-[5-ethoxy-3-(trifluoromethyl)pyrazol-1-yl]phenyl]methoxy]-5-methyl-pyrimidine